P(F)(F)OC(COC(C(F)(F)F)C(F)(F)F)COC(C(F)(F)F)C(F)(F)F 1,3-bis(hexafluoroisopropoxy)-2-propanol difluorophosphite